FC1([C@H](C1)C=1C=C2N(N=CC=C2N2CC3CCC(C2)N3C(=O)[C@H]3[C@@H](C3)F)C1)F (3-(6-((R)-2,2-difluorocyclopropyl)pyrrolo[1,2-b]pyridazin-4-yl)-3,8-diazabicyclo[3.2.1]octan-8-yl)((1S,2R)-2-fluorocyclopropyl)methanone